3-methoxy-2-methyl-2-((5-Nitro-1-(phenylsulfonyl)-1H-pyrrolo[2,3-b]pyridin-4-yl)amino)propionic acid methyl ester COC(C(COC)(NC1=C2C(=NC=C1[N+](=O)[O-])N(C=C2)S(=O)(=O)C2=CC=CC=C2)C)=O